tert-butyl 4-(2-((3-chloro-5-(4,4,5,5-tetramethyl-1,3,2-dioxaborolan-2-yl)pyridin-2-yl)oxy)acetyl)piperazin-1-carboxylate ClC=1C(=NC=C(C1)B1OC(C(O1)(C)C)(C)C)OCC(=O)N1CCN(CC1)C(=O)OC(C)(C)C